3-difluoromethyl-1-methyl-1H-pyrazole-4-carboxylic acid [2-(2,6-dichloro-3,5-difluoro-4-methoxyphenyl)-1-methyl-ethyl]-methoxy-amide ClC1=C(C(=C(C(=C1F)OC)F)Cl)CC(C)N(C(=O)C=1C(=NN(C1)C)C(F)F)OC